1-(2-bromo-6-(trifluoromethyl)phenoxy)cyclopropane-1-carboxylic acid tert-butyl ester C(C)(C)(C)OC(=O)C1(CC1)OC1=C(C=CC=C1C(F)(F)F)Br